N-methyl-2-nitro-aniline CNC1=C(C=CC=C1)[N+](=O)[O-]